1-(2-chloro-4,6-difluorophenyl)-N-[(1S)-1-cyclopropyl-2,2,2-trifluoroethyl]-6-fluoro-7-{[(2S)-2-hydroxypropyl](methyl)amino}-4-oxo-1,4-dihydro-1,8-naphthyridine-3-carboxamide ClC1=C(C(=CC(=C1)F)F)N1C=C(C(C2=CC(=C(N=C12)N(C)C[C@H](C)O)F)=O)C(=O)N[C@H](C(F)(F)F)C1CC1